C(C(CCCC)O)O 1,2-hex-anediol